N-((S)-1-(((S)-1-(5-(2-fluorophenyl)-1H-imidazol-2-yl)ethyl)amino)-4-((S)-2-methylpiperidin-1-yl)-1,4-dioxobutan-2-yl)-5-methylisoxazole-3-carboxamide FC1=C(C=CC=C1)C1=CN=C(N1)[C@H](C)NC([C@H](CC(=O)N1[C@H](CCCC1)C)NC(=O)C1=NOC(=C1)C)=O